2-methoxy-5-((6-(trifluoromethyl)pyridin-3-yl)methoxy)isonicotinaldehyde COC=1C=C(C=O)C(=CN1)OCC=1C=NC(=CC1)C(F)(F)F